(((benzyloxy)carbonyl)amino)-3-cyclobutyl-3-(1-methylcyclopropyl)propionic acid C(C1=CC=CC=C1)OC(=O)NC(C(=O)O)C(C1(CC1)C)C1CCC1